C1(CC1)NC(=O)C1=NOC2=C1CN(CC2)C(=O)OC(C)(C)C tert-butyl 3-(cyclopropylcarbamoyl)-6,7-dihydroisoxazolo[4,5-c]pyridine-5(4H)-carboxylate